4-(((3R,4S)-4-((4-chloro-phenyl)sulfonyl)-3-hydroxy-3-(hydroxymethyl)pyrrolidin-1-yl)sulfonyl)-3-(difluoromethyl)benzonitrile ClC1=CC=C(C=C1)S(=O)(=O)[C@@H]1[C@@](CN(C1)S(=O)(=O)C1=C(C=C(C#N)C=C1)C(F)F)(CO)O